6-Chloro-N-(1,3-thiazol-2-ylmethyl)pyridine-2-carboxamide ClC1=CC=CC(=N1)C(=O)NCC=1SC=CN1